3-(4-(trifluoromethyl)phenyl)piperidine-1-carboxylic acid tert-butyl ester C(C)(C)(C)OC(=O)N1CC(CCC1)C1=CC=C(C=C1)C(F)(F)F